C(C)(=O)C1=CC=C(S1)C=1SC(=CC1)CN1C(N(N=C1)C\C(=C\F)\CN)=O 4-[(5'-acetyl-2,2'-bithiophen-5-yl)methyl]-2-[(2E)-2-(aminomethyl)-3-fluoroprop-2-en-1-yl]-2,4-dihydro-3H-1,2,4-triazol-3-one